1-butyl-3-methylimidazolium iron tetrachloride [Fe](Cl)(Cl)(Cl)Cl.C(CCC)N1C=[N+](C=C1)C